(E)-N-(4-((3-chloro-2-fluorophenyl)amino)-7-(((1R,5S)-3-methyl-4-oxo-3-azabicyclo[3.1.0]hexan-1-yl)ethynyl)quinazolin-6-yl)-4-morpholinobut-2-enamide ClC=1C(=C(C=CC1)NC1=NC=NC2=CC(=C(C=C12)NC(\C=C\CN1CCOCC1)=O)C#C[C@@]12CN(C([C@H]2C1)=O)C)F